(Z)-5-((1H-pyrrol-3-yl)methylene)-2-thioxothiazolidin-4-one N1C=C(C=C1)\C=C/1\C(NC(S1)=S)=O